((1r,4r)-4-((6-((4-(methylsulfonyl)phenyl)amino)-1H-pyrazolo[3,4-d]pyrimidin-1-yl)methyl)cyclohexyl)methanol CS(=O)(=O)C1=CC=C(C=C1)NC1=NC=C2C(=N1)N(N=C2)CC2CCC(CC2)CO